4-(3,4-difluoro-phenoxy)-piperidine hydrochloride Cl.FC=1C=C(OC2CCNCC2)C=CC1F